3-(Azepan-1-ylsulfonyl)-4-PENTYLANILINE N1(CCCCCC1)S(=O)(=O)C=1C=C(N)C=CC1CCCCC